2-(ETHYLSULFANYL)-2-METHYLPROPANOIC ACID C(C)SC(C(=O)O)(C)C